C1(CC1)CC1=C(C(=NN1C=1SC=C(N1)C(=O)O)C1=CC(=CC=C1)OC(F)(F)F)CC1=CC(=C(C=C1)S(N)(=O)=O)F 2-(5-(cyclopropylmethyl)-4-(3-fluoro-4-sulfamoylbenzyl)-3-(3-(trifluoromethoxy)phenyl)-1H-pyrazol-1-yl)thiazole-4-carboxylic acid